C(C)(C)(C)OC(=O)NCC1=NN=C(O1)C=1N=C(SC1)C(=O)C1=CN(C2=CC=CC=C12)C(=O)OC(C)(C)C tert-Butyl 3-(4-(5-((tert-butoxycarbonylamino)methyl)-1,3,4-oxadiazol-2-yl) thiazole-2-carbonyl)-1H-indole-1-carboxylate